4-methoxy-3-methyl-butane-1,3-diol COCC(CCO)(O)C